1-(4-benzyloxyphenyl)-2-(piperidin-1-yl)propan-1-one C(C1=CC=CC=C1)OC1=CC=C(C=C1)C(C(C)N1CCCCC1)=O